ClC=1C=C(C=C(C1)NS(=O)(=O)C)NC(=O)C1=CN(C(=C1)C1=NC=C(C=C1F)OCC)C N-(3-chloro-5-(methylsulfonamido)phenyl)-5-(5-ethoxy-3-fluoropyridin-2-yl)-1-methyl-1H-pyrrole-3-carboxamide